C(C1=CC=CC=C1)(=O)O[C@@H]1[C@@H](OC(C=C1)OC(=O)OC(C)(C)C)C (2s,3s)-6-((tert-butoxycarbonyl) oxy)-2-methyl-3,6-dihydro-2H-pyran-3-yl benzoate